O(C#N)C1=CC=C(C(=O)C2=CC=CC=C2)C=C1 4-cyanatoBenzophenone